N-[[6-(4-methylpyridine-3-carbonyl)-6-azaspiro[2.5]octan-2-yl]methyl]-1H-pyrrolo[3,2-c]pyridine-2-carboxamide CC1=C(C=NC=C1)C(=O)N1CCC2(C(C2)CNC(=O)C2=CC=3C=NC=CC3N2)CC1